ClC=1C=CC(=C(C1)C1=NC=NC(=C1C)OC)N1N=NC(=C1)Cl 4-[5-chloro-2-(4-chloro-1H-1,2,3-triazol-1-yl)phenyl]-6-methoxy-5-methylpyrimidine